(1r,3R,5S,7r)-1-(4-(3-((1r,3R,5S,7r)-3,5-dimethyladamantan-1-yl)ureido)-3-fluorobenzoyl)-N-(2-hydroxyethyl)piperidine-4-carboxamide C[C@]12CC3(CC(C[C@@](C1)(C3)C)C2)NC(NC2=C(C=C(C(=O)N3CCC(CC3)C(=O)NCCO)C=C2)F)=O